FC1(C2C(CCCC12C1=C(N=CS1)C)O[Si](C)(C)C)F 5-(7,7-difluoro-5-((trimethylsilyl)oxy)-bicyclo[4.1.0]heptan-1-yl)-4-methylthiazole